C(C)C=1C(=CC=C2C=C(C=C(C12)C1=C(C=2N=C(N=C(C2C=N1)N1C[C@@](CCC1)(O)C)OC[C@@]12CC[C@H](CN2CCC1)F)F)O)F (R)-1-(7-(8-ethyl-7-fluoro-3-hydroxynaphthalen-1-yl)-8-fluoro-2-(((6R,8aS)-6-fluorohexahydroindolizin-8a(1H)-yl)methoxy)pyrido[4,3-d]pyrimidin-4-yl)-3-methylpiperidin-3-ol